N-(methyl(oxo)(4-(5-(trifluoromethyl)-1,2,4-oxadiazol-3-yl)phenyl)-λ6-sulfaneylidene)cycloheptanecarboxamide CS(=NC(=O)C1CCCCCC1)(C1=CC=C(C=C1)C1=NOC(=N1)C(F)(F)F)=O